OCC[C@@]1(C[C@H](O)[C@@H](CO)O1)N1C=NC=2C(=O)NC(N)=NC12 (2-Hydroxyethyl)-2'-deoxyguanosine